tetrahydrofuran-2-ylmethyl (2R)-2-[(4-amino-3,5-dichloro-6-fluoro-2-pyridyl)oxy]propanoate NC1=C(C(=NC(=C1Cl)F)O[C@@H](C(=O)OCC1OCCC1)C)Cl